C(C=C)(=O)OCCCCCCCCCCCCCCCCCCCCOC(C=C)=O 1,20-eicosanediol diacrylate